ClC1=C(C=C(C=N1)NC(C1=CC(=CC=C1)C(F)(F)F)=O)N1C(N(C2=NC(=NC=C2C1)SC)C)=O N-(6-chloro-5-(1-methyl-7-(methylthio)-2-oxo-1,2-dihydropyrimido[4,5-d]pyrimidin-3(4H)-yl)pyridin-3-yl)-3-(trifluoromethyl)benzamide